ClC1=CC=C2[C@@]3(C(NC2=C1)=O)C1(N[C@H]([C@@H]3C3=C(C(=CC=C3)Cl)F)C(=O)OCC)CCCC1 Ethyl (3'R,4'S,5'R)-6''-chloro-4'-(3-chloro-2-fluorophenyl)-2''-oxo-1'',2''-dihydrodispiro[cyclopentane-1,2'-pyrrolidine-3',3''-indole]-5'-carboxylate